S(C)(=O)(=O)[O-].[Ir+3].S(C)(=O)(=O)[O-].S(C)(=O)(=O)[O-] iridium mesylate